FC=1C(=C(C=C(C1)C(C)C)[C@@H](C(=O)O)N1C[C@@H](CC1)N(C)CCCCCC1=NC=2NCCCC2C(=C1)OC)OC (S)-2-(3-fluoro-5-isopropyl-2-methoxyphenyl)-2-((R)-3-((5-(4-methoxy-5,6,7,8-tetrahydro-1,8-naphthyridin-2-yl)pentyl)(methyl)amino)pyrrolidin-1-yl)acetic acid